3-(7-((1,1-dioxidotetrahydro-2H-thiopyran-4-yl)amino)-3-ethylbenzo[b]thiophen-2-yl)prop-2-yn O=S1(CCC(CC1)NC1=CC=CC2=C1SC(=C2CC)C#CC)=O